COC1=CC2=C(N=CO2)C=C1C#N 6-methoxybenzo[d]oxazole-5-carbonitrile